C(C)N1C[C@@H](CCC1)NC(OC(C)(C)C)=O (R)-tert-Butyl (1-ethylpiperidin-3-yl)carbamate